tert-butyl 2'-hydroxy-3'-(5H-imidazo[5,1-a]isoindol-5-yl)-8-azaspiro[bicyclo[3.2.1]octane-3,1'-cyclobutane]-8-carboxylate OC1C2(CC1C1N3C(C4=CC=CC=C14)=CN=C3)CC3CCC(C2)N3C(=O)OC(C)(C)C